3-(1-methyl)vinyl-thiophene CC(=C)C1=CSC=C1